2-(4-((3-isopropyl-2-(1,4,5-trimethyl-6-oxo-1,6-dihydropyridin-3-yl)-1H-indol-5-yl)oxy)piperidin-1-yl)-N-methylacetamide C(C)(C)C1=C(NC2=CC=C(C=C12)OC1CCN(CC1)CC(=O)NC)C1=CN(C(C(=C1C)C)=O)C